NCCCNC 3-Amino-1-(methylamino)-propan